4-tert-butyl-3-hydroxy-2,6-dimethylbenzaldehyde oxime C(C)(C)(C)C1=C(C(=C(C=NO)C(=C1)C)C)O